C(C)(C)(C)C1=NC=2N3C(C[C@H](CCCN4C=CC5=CC=C(S(NC(C2C=C1)=O)(=O)=O)C=C45)C3)(C)C (5S)-11-tert-butyl-7,7-dimethyl-17λ6-thia-1,8,10,16-tetraazapentacyclo[16.5.2.15,8.09,14.021,24]hexacosa-9(14),10,12,18,20,22,24-heptaene-15,17,17-trione